CC(=C)\C=C\C=C\C(=C\C\C(=C\C)\C)\C (3E,7E,10E)-2,7,10-trimethyldodecene-1,3,7,10-tetraene